OC1=C(C=C(C=C1C)C=CC(=O)C=1C=C2COC3(C2=CC1)CNC3)C 3-(4-hydroxy-3,5-dimethylphenyl)-1-(3'H-spiro[azetidine-3,1'-isobenzofuran]-5'-yl)prop-2-en-1-one